7-methyl-4-(4-nitrophenyl)-4,7-diazaspiro[2.5]octane CN1CCN(C2(CC2)C1)C1=CC=C(C=C1)[N+](=O)[O-]